C(C)(C)(C)OC(=O)N1C(CNC2=CC=CC(=C12)C)C1=CC2=C(N=C(N=C2)NC2=CC=C(C=C2)OCCN(C)C)N(C1=O)C1COC1 [2-[4-[2-(dimethylamino)ethoxy]anilino]-8-(oxetan-3-yl)-7-oxo-pyrido[2,3-d]pyrimidin-6-yl]-8-methyl-2,3-dihydroquinoxaline-1-carboxylic acid tert-butyl ester